5-[(1R)-1-(3,5-dimethylpyridazin-4-yl)ethoxy]-3-[6-(2-methylsulfonyl-2,6-diazaspiro[3.3]heptan-6-yl)-3-pyridyl]-1H-indazole CC=1N=NC=C(C1[C@@H](C)OC=1C=C2C(=NNC2=CC1)C=1C=NC(=CC1)N1CC2(CN(C2)S(=O)(=O)C)C1)C